C1(=CC=CC=C1)C=1N=CC(=NC1C1=CC=CC=C1)N1C(CCCC1)CCOCC(=O)O 2-(2-(1-(5,6-diphenylpyrazin-2-yl)piperidin-2-yl)ethoxy)acetic acid